C(C)C(CC1=CNC2=CC=C(C=C12)F)NC ethyl-2-(5-fluoro-1H-indol-3-yl)-N-methylethan-1-amine